trans-3-(((5S,7S)-7-fluoro-5-phenyl-6,7-dihydro-5H-pyrrolo[1,2-b][1,2,4]triazol-2-yl)thio)cyclobutanecarbonitrile F[C@H]1C[C@H](N2N=C(N=C21)S[C@@H]2C[C@H](C2)C#N)C2=CC=CC=C2